O1CCN(CC1)C1=NC(=C2C=CC=NC2=C1)OC1CCC(CC1)N1CSC=C1 N-((1s,4s)-4-((7-morpholino-1,6-naphthyridin-5-yl)oxy)cyclohexyl)thiazole